3,5-dimethyl-N-[5-(trifluoromethyl)-1,3-benzothiazol-2-yl]adamantane-1-carboxamide CC12CC3(CC(CC(C1)(C3)C)C2)C(=O)NC=2SC3=C(N2)C=C(C=C3)C(F)(F)F